C(CCC)(=O)OCCCCCCCCC[C@H](CCCC(C)C)C (R)-10,14-dimethyl-pentadecyl alcohol n-butyrate